(2-methacryloyloxyethoxycarbonyl)propionyl chloride C(C(=C)C)(=O)OCCOC(=O)CCC(=O)Cl